C[C@@]1(CN(CC1)C(=O)OCC1=CC=CC=C1)[C@H]1N(CCCC1)C benzyl (3R)-3-methyl-3-[(2S)-1-methyl-2-piperidyl]pyrrolidine-1-carboxylate